ethyl 4-chloro-6-fluoro-2-methyl-pyrazolo[1,5-a]pyridine-3-carboxylate ClC=1C=2N(C=C(C1)F)N=C(C2C(=O)OCC)C